ClC=1C(=CC(=C(C(=O)OC)C1)N1CCCC1)NC(=O)C1CC1 methyl 5-chloro-4-(cyclopropanecarbonylamino)-2-pyrrolidin-1-ylbenzoate